4-[(2S)-2-[(tert-butyldimethylsilyl)oxy]-1-hydroxypropyl]-4-(hydroxymethyl)piperidine-1-carboxylic acid tert-butyl ester C(C)(C)(C)OC(=O)N1CCC(CC1)(CO)C([C@H](C)O[Si](C)(C)C(C)(C)C)O